(2S,3S)-5-(t-butyldimethylsilyloxy)-1-(2-chlorophenyl)pentane-2,3-diol [Si](C)(C)(C(C)(C)C)OCC[C@@H]([C@H](CC1=C(C=CC=C1)Cl)O)O